N1(N=CC=C1)C(NC([O-])=O)NC(OC(C)(C)C)=O (E)-tert-butyl (1H-pyrazol-1-yl)methylenedicarbamate